C[C@H]([C@@H](C(=O)NCC(=O)N[C@@H](CC1=CNC2=CC=CC=C21)C(=O)N[C@@H](CCSC)C(=O)N[C@@H](CC(=O)O)C(=O)N[C@@H](CC3=CC=CC=C3)C(=O)N)NC(=O)[C@H](CC4=CC=C(C=C4)OS(=O)(=O)O)NC(=O)[C@H](CC(=O)O)NC(=O)[C@H](CCC(=O)N)NC(=O)[C@@H]5CCC(=O)N5)O The molecule is a decapeptide comprising 5-oxoprolyl, glutamyl, aspartyl, O-sulfotyrosyl, threonyl, glycyl, tryptopyl, methionyl, aspartyl and phenylalaninamide residues in sequence. Found in the skins of certain Australian amphibians, it is an analogue of the gastrointestinal peptide hormone cholecystokinin and stimulates gastric, biliary, and pancreatic secretion. It is used in cases of paralysis of the intestine (paralytic ileus) and as a diagnostic aid in pancreatic malfunction. It has a role as a diagnostic agent and a gastrointestinal drug.